C1(CC1)N1CCC(CC1)N1C2CC(CC1CC2)C=2C=C(C1=C(N(C(=N1)C1=CC(=C(C=C1)OC)OC)C)C2)C 6-(8-(1-Cyclopropylpiperidin-4-yl)-8-azabicyclo[3.2.1]octan-3-yl)-2-(3,4-dimethoxyphenyl)-1,4-dimethyl-1H-benzo[d]imidazol